C1CCC[C@@H](CCCC=C=CCCCC1)[2H] (S)-cyclopentadec-9,10-diene-5-d